[Sr].[B] boron-strontium